3-fluoro-4-(1-methyl-1H-pyrazol-yl)aniline FC=1C=C(N)C=CC1C1=NN(C=C1)C